1,2-dimethyl-3-ethylimidazole chlorine salt [Cl].CN1C(N(C=C1)CC)C